CN1C(CCC1)C(=O)O 1-METHYLPYRROLIDINE-2-CARBOXYLIC ACID